Cl.ClC1=CC2=C(C3=CC(=CC=C3N=C2C=C1)OC)NC1=CC(=C(C=C1)O)CN1CCCC1 4-((2-Chloro-7-methoxyacridin-9-yl)amino)-2-(pyrrolidin-1-ylmethyl)phenol hydrochloride